CN(C(O)=O)C.CN(C(O)=O)C.OCC1=C(C=CC=C1)O 2-(hydroxymethyl)phenol bis(dimethylcarbamate)